(2S,4R)-4-(2-((1R,3R)-1-ethoxy-4-methyl-3-(methylamino)pentyl)thiazole-4-carboxamido)-2-methyl-5-phenylpentanoic acid allyl ester C(C=C)OC([C@H](C[C@H](CC1=CC=CC=C1)NC(=O)C=1N=C(SC1)[C@@H](C[C@H](C(C)C)NC)OCC)C)=O